C1(CC1)N(C1=CC=C(N=N1)C1=C(C=C2C=CN(C(C2=C1)=O)C)O)C1C([C@@H]2CCC[C@H](C1)N2)F 7-(6-(cyclopropyl((1S,5R)-2-fluoro-9-azabicyclo[3.3.1]nonan-3-yl)amino)pyridazin-3-yl)-6-hydroxy-2-methylisoquinolin-1(2H)-one